N-(5-chloro-6-(2H-1,2,3-triazol-2-yl)pyridin-3-yl)-1-(3-methylpyridin-4-yl)-5-(trifluoromethyl)-1H-pyrazole-4-carboxamide ClC=1C=C(C=NC1N1N=CC=N1)NC(=O)C=1C=NN(C1C(F)(F)F)C1=C(C=NC=C1)C